BrC=1C=C(C2=C(N(C(=N2)C(C)(C)NC(OC(C)(C)C)=O)C(C)C)C1)F tert-butyl {2-(6-bromo-4-fluoro-1-(propan-2-yl)-1H-benzimidazol-2-yl)propan-2-yl}carbamate